ClC=1C=C(C(=C(C1)C1=NC=NN2C1=CC(=C2)CN2C(N(CC2=O)C)=O)C[C@@H]2CNCCO2)C (R)-3-((4-(5-chloro-3-methyl-2-(morpholin-2-ylmethyl)phenyl)pyrrolo[2,1-f][1,2,4]triazin-6-yl)methyl)-1-methylimidazolidine-2,4-dione